N-(5-(3-(cyclopropylmethyl)-4-oxo-3,4-dihydro-quinazolin-6-yl)pyridin-2-yl)pentanamide C1(CC1)CN1C=NC2=CC=C(C=C2C1=O)C=1C=CC(=NC1)NC(CCCC)=O